5-chloro-3-cyclopropyl-N-((5-isopropoxyimidazo[1,2-a]pyridin-2-yl)methyl)pyrazolo[1,5-a]pyrimidin-7-amine ClC1=NC=2N(C(=C1)NCC=1N=C3N(C(=CC=C3)OC(C)C)C1)N=CC2C2CC2